CC=1C(=C(N=O)C=CC1)C (E)-dimethylanilinone